C(C#CCCCC)OC(CCCCC(=O)OCCCCCCBr)OCC#CCCCC 6-bromohexyl 6,6-bis(hept-2-yn-1-yloxy)hexanoate